(S)-2-(5-(3-methyl-1H-indazol-6-yl)isoindoline-2-carbonyl)pyrrolidine-1-carbonitrile CC1=NNC2=CC(=CC=C12)C=1C=C2CN(CC2=CC1)C(=O)[C@H]1N(CCC1)C#N